C(CCC)(=O)OCC(CC)C Butanoic acid, 2-methylbutyl ester